N-(4-cyanonaphthalen-1-yl)-2-(4-(1-(7-(2-(2,6-dioxopiperidin-3-yl)-1,3-dioxoisoindolin-5-yl)-7-azaspiro[3.5]nonan-2-yl)piperidin-4-yl)-1H-pyrazol-1-yl)-2-methylpropanamide C(#N)C1=CC=C(C2=CC=CC=C12)NC(C(C)(C)N1N=CC(=C1)C1CCN(CC1)C1CC2(C1)CCN(CC2)C=2C=C1C(N(C(C1=CC2)=O)C2C(NC(CC2)=O)=O)=O)=O